C(CC)OC(CCCC)=O.C(C)(=O)OCCC(C)C isopentyl acetate propyl-valerate